NC=1C(=C(C(=C(C(=O)NC=2C=C(C=CC2N2CCN(CC2)C)C2=CC=C(C=C2)NC(CCC2=CC=C(C=C2)\C=C\C(=O)NO)=O)C1)Cl)C)F (E)-5-amino-2-chloro-4-fluoro-N-(4'-(3-(4-(3-(hydroxyamino)-3-oxoprop-1-en-1-yl)phenyl)propanamido)-4-(4-methylpiperazin-1-yl)-[1,1'-biphenyl]-3-yl)-3-methylbenzamide